CC(C=O)=CCCC(=CC)C 2,6-dimethyl-2,6-octadienal